COC(C)(C)C1=NC=C(C(=N1)OC1=CC=CC=C1)C(=O)N[C@@H](C)\C=C\S(=O)(=O)C (S,E)-2-(2-methoxypropan-2-yl)-N-(4-(methylsulfonyl)but-3-en-2-yl)-4-phenoxypyrimidine-5-carboxamide